C(C)(C)N1C(=NC2=C1C=C(C=C2)C(=O)O)CC2=CC=C(C=C2)C(F)(F)F 1-isopropyl-2-(4-(trifluoromethyl)benzyl)-1H-benzo[d]imidazole-6-carboxylic acid